2-methyl-1,4-dibromo-2-butene CC(CBr)=CCBr